3-(3-(5-Fluoro-2-(1H-pyrrolo[2,3-b]pyridin-3-yl)thiazol-4-yl)phenyl)-3-hydroxy-1-methylpyrrolidin-2-one FC1=C(N=C(S1)C1=CNC2=NC=CC=C21)C=2C=C(C=CC2)C2(C(N(CC2)C)=O)O